BrC(C(=O)OCC)(C)C ethyl 2-bromo-2-methylpropanoate